IC=1C=C2C(N(N(C2=CC1C)C)C1=NC(=CC=C1)C1=NN=CN1C(C)C)=O 5-iodo-2-(6-(4-isopropyl-4H-1,2,4-triazol-3-yl)pyridin-2-yl)-1,6-dimethyl-1H-indazol-3(2H)-one